[4-(6-methoxynaphthalen-2-ylcarbonyl)phenyl]dimethylsulfonium nonafluorobutanesulfonate FC(C(C(C(S(=O)(=O)[O-])(F)F)(F)F)(F)F)(F)F.COC=1C=C2C=CC(=CC2=CC1)C(=O)C1=CC=C(C=C1)[S+](C)C